(2S)-2-[(4R)-2-oxo-4-propyltetrahydro-1H-pyrrol-1-yl]Butyramide O=C1N(C[C@@H](C1)CCC)[C@H](C(=O)N)CC